C(C)C1CCC(CC1)C1=CC=CC=C1 4-(4-ethylcyclohexyl)benzene